C(=O)O.C1(CC1)NC1=CC(=NC=N1)NC=1C=C2C=NNC2=CC1OC 5-(6-cyclopropylamino-pyrimidin-4-ylamino)-6-methoxy-1H-indazole formate